4-methyl-6-oxo-1-(p-tolyl)-1,6-dihydropyridazine-3-carboxamide CC=1C(=NN(C(C1)=O)C1=CC=C(C=C1)C)C(=O)N